(5-(2,5-Dimethyloxazol-4-yl)pyridin-2-yl)-N3-(6-methyl-1,2,4-triazin-3-yl)cyclopentane-1,3-diamine CC=1OC(=C(N1)C=1C=CC(=NC1)C1(CC(CC1)NC=1N=NC(=CN1)C)N)C